2-(2-BROMO-4-CHLOROPHENYL)PYRIMIDINE Palladium [Pd].BrC1=C(C=CC(=C1)Cl)C1=NC=CC=N1